C(CCC)[N+](CCCC)(\C=C\COC(NC1=C(C=CC=C1)[N+](=O)[O-])=O)[O-] (e)-N-butyl-N-(3-(((2-nitrophenyl)carbamoyl)oxy)prop-1-en-1-yl)butan-1-amine oxide